C(CCC(=O)[O-])(=O)OCC1=C(C=C(C=C1)COC(CCC(=O)[O-])=O)[N+](=O)[O-] (2-nitro-1,4-phenylene)bis-(methylene) disuccinate